4-[2-methoxypyridin-3-yl]-2-[(3R)-3-methylmorpholin-4-yl]-8-(1H-pyrazol-5-yl)-1,7-naphthyridine COC1=NC=CC=C1C1=CC(=NC2=C(N=CC=C12)C1=CC=NN1)N1[C@@H](COCC1)C